ClC=1C=CC(=NC1)NC([C@H](C)N1C[C@@H](CCC1)C1=CNC(C(=C1)CO)=O)=O (S)-N-(5-chloropyridin-2-yl)-2-((S)-3-(5-(hydroxymethyl)-6-oxo-1,6-dihydropyridin-3-yl)piperidin-1-yl)propionamide